2-(2-pyridinyl)-1,2-benzothiazol-3(2H)-one N1=C(C=CC=C1)N1SC2=C(C1=O)C=CC=C2